FC=1C=C2OCCCCC3=C(C=NN3C2=CC1)C(=O)OCC ethyl 14-fluoro-11-oxa-2,3-diazatricyclo[10.4.0.02,6]hexadeca-1(16),3,5,12,14-pentaene-5-carboxylate